3-chloro-5,7-difluoroisoquinoline ClC=1N=CC2=CC(=CC(=C2C1)F)F